piperazine-1,4-bisdithiocarboxylic acid potassium salt [K+].N1(CCN(CC1)C(=S)[S-])C(=S)[S-].[K+]